2-isobutyl 3-(1-((1-(2-((4-cyclohexylphenyl)sulfonamido)ethyl)piperidin-4-yl)methyl)-1H-1,2,3-triazol-4-yl)-5-fluoro-1H-indole-2-carboxylate C1(CCCCC1)C1=CC=C(C=C1)S(=O)(=O)NCCN1CCC(CC1)CN1N=NC(=C1)C1=C(NC2=CC=C(C=C12)F)C(=O)OC(C)(C)C